(6-imidazo[1,2-a]pyridin-3-yl-pyrimidin-4-yl)-(4-methyl-6-pyrrolidin-1-yl-pyridin-3-ylmethyl)-amine N=1C=C(N2C1C=CC=C2)C2=CC(=NC=N2)NCC=2C=NC(=CC2C)N2CCCC2